dimethylsilyl-bis(1-indenyl)hafnium dichloride [Cl-].[Cl-].C[SiH](C)[Hf+2](C1C=CC2=CC=CC=C12)C1C=CC2=CC=CC=C12